ClC1=C(C(=O)O)C=CC(=C1)NC(=O)C1=CC=C2CCCN(C2=C1)S(=O)(=O)C1=CC(=CC=C1)F 2-Chloro-4-{[1-(3-fluoro-benzenesulfonyl)-1,2,3,4-tetrahydro-quinoline-7-carbonyl]-amino}-benzoic acid